FC1(CC(C1)(C)CC(=O)NC1=C(C=C(C=C1C)N1CC2=CC=C(C=C2CC1)F)SCC)F (3,3-difluoro-1-methylcyclobutyl)-N-(2-(ethylsulfanyl)-4-(6-fluoro-3,4-dihydroisoquinolin-2(1H)-yl)-6-methylphenyl)acetamide